O=C1NC(CCC1N1C(C2=CC=CC(=C2C1=O)NCCOCCOCCOCCOCCOCCC(=O)O)=O)=O 3-[2-[2-[2-[2-[2-[[2-(2,6-dioxo-3-piperidyl)-1,3-dioxo-isoindolin-4-yl]amino]ethoxy]ethoxy]ethoxy]ethoxy]ethoxy]propanoic acid